F[C@@H]1CN(CC[C@@H]1NC1=NN2C(C(=N1)OC(F)(F)F)=C(C=C2)C=2C=C1C=CC=NC1=CC2)CC(C)(O)C 1-((3R,4S)-3-fluoro-4-((5-(quinolin-6-yl)-4-(trifluoromethoxy)pyrrolo[2,1-f][1,2,4]triazin-2-yl)amino)piperidin-1-yl)-2-methylpropan-2-ol